Tert-butyl (1-amino-7-(1-cyclopropylvinyl)-4b-hydroxy-10-oxo-4b,10-dihydro-9bH-indeno[1,2-b]benzofuran-9b-yl)carbamate NC1=C2C(C3(C(OC4=C3C=CC(=C4)C(=C)C4CC4)(C2=CC=C1)O)NC(OC(C)(C)C)=O)=O